1-benzyl-4-bromo-7-chloro-8-fluoro-1,2-dihydro-1,6-naphthyridin-2-one C(C1=CC=CC=C1)N1C(C=C(C2=CN=C(C(=C12)F)Cl)Br)=O